8-(1-acryloyl-3-pyrrolidinyl)-2-((3-methyl-4-(4-methyl-1-piperazinyl)phenyl)amino)-6-phenyl-7(8H)pteridinone C(C=C)(=O)N1CC(CC1)N1C(C(=NC=2C=NC(=NC12)NC1=CC(=C(C=C1)N1CCN(CC1)C)C)C1=CC=CC=C1)=O